Methyl 3-((S)-1-amino-2-methoxyethyl)-5-benzyl-4,5-dihydroisoxazole-5-carboxylate hydrochloride Cl.N[C@H](COC)C1=NOC(C1)(C(=O)OC)CC1=CC=CC=C1